Tert-butyl (S)-1-(((R)-tert-butylsulfinyl) amino)-6-((1-methyl-1H-pyrazol-4-yl) amino)-1,3-dihydrospiro[indene-2,4'-piperidine]-1'-carboxylate C(C)(C)(C)[S@@](=O)N[C@@H]1C2=CC(=CC=C2CC12CCN(CC2)C(=O)OC(C)(C)C)NC=2C=NN(C2)C